N-(3-aminopropyl)-3-((4-fluorophenyl)amino)quinoxaline-2-carboxamide ethyl-P-(4-(5-(chlorodifluoromethyl)-1,2,4-oxadiazol-3-yl)-2-fluorobenzyl)-N-ethylphosphonamidate C(C)OP(=O)(NCC)CC1=C(C=C(C=C1)C1=NOC(=N1)C(F)(F)Cl)F.NCCCNC(=O)C1=NC2=CC=CC=C2N=C1NC1=CC=C(C=C1)F